4-(2,4-dichlorophenyl)-1,3-dithiolane-2-ylidene-1-imidazolylacetonitrile C1C(S/C(=C(/C#N)\N2C=CN=C2)/S1)C3=C(C=C(C=C3)Cl)Cl